(E)-3-(trimethylsilyloxy)pyrrolidin-2-one C[Si](OC1C(NCC1)=O)(C)C